[C@H]12COC[C@H](CC(C1)OC=1C(=CC(=NC1)C)C1=CC=3N(C=C1)N=C(C3)NC3=CC(=NN3C)C(F)(F)F)N2 5-(5-(((1R,5S,7s)-3-oxa-9-azabicyclo[3.3.1]nonan-7-yl)oxy)-2-methylpyridin-4-yl)-N-(1-methyl-3-(trifluoromethyl)-1H-pyrazol-5-yl)pyrazolo[1,5-a]pyridin-2-amine